tert-butyl (3S)-4-(6-chloro-8-fluoro-7-(2-fluoro-6-methoxy phenyl)quinolin-4-yl)-3-methylpiperazine-1-carboxylate ClC=1C=C2C(=CC=NC2=C(C1C1=C(C=CC=C1OC)F)F)N1[C@H](CN(CC1)C(=O)OC(C)(C)C)C